2-methoxythieno[3,2-b]pyridin-7-ol COC1=CC2=NC=CC(=C2S1)O